C1N(CC2=CC=CC=C12)CC1=CC(C(=CO1)OCC1CCN(CC1)C(C(=O)OCC)=O)=O ethyl 2-(4-(((6-(isoindolin-2-ylmethyl)-4-oxo-4H-pyran-3-yl) oxy) methyl) piperidin-1-yl)-2-oxoacetate